FC1=C(C=CC=C1F)N1N=NC(=C1)[C@H](CC)N1C=C(C2=C1N=CN=C2N)C=2C=NC(=NC2)C(F)(F)F 7-{(1S)-1-[1-(2,3-difluorophenyl)-1H-1,2,3-triazol-4-yl]propyl}-5-[2-(trifluoromethyl)pyrimidin-5-yl]-7H-pyrrolo[2,3-d]pyrimidin-4-amine